ClC1=CC=CC(=N1)C(=O)N1CC([C@H]([C@@]12CC(CC2)(F)F)O)(F)F (6-chloropyridin-2-yl)((4s,5r)-3,3,7,7-tetrafluoro-4-hydroxy-1-azaspiro[4.4]nonan-1-yl)methanone